OC1C(C(OC(C1O)CO)OC1=CC(=C(C(=C1)O)C(CCC1=CC=CC=C1)=O)O)OC(C)C(C(C(COC)O)O)O 1-(4-{[4,5-dihydroxy-6-(hydroxymethyl)-3-[(3,4,5-trihydroxy-6-methyloxyhexane-2-yl)oxy]oxan-2-yl]oxy}-2,6-dihydroxyphenyl)-3-phenylpropan-1-one